ethyl 3-methoxycyclobutane-1-carboxylate COC1CC(C1)C(=O)OCC